FC1=CC=C(C=C1)NC(=O)NC=1C=C2C(N(C=NC2=CC1)CCOC)=O 1-(4-fluorophenyl)-3-(3-(2-methoxyethyl)-4-oxo-3,4-dihydroquinazolin-6-yl)urea